N-{3-[({2-[(3-{[3-(dimethylamino)azetidin-1-yl]carbonyl}phenyl)amino]-5-(trifluoromethyl)pyrimidin-4-yl}amino)methyl]pyridin-2-yl}-N-methylmethane-sulfonamide CN(C1CN(C1)C(=O)C=1C=C(C=CC1)NC1=NC=C(C(=N1)NCC=1C(=NC=CC1)N(S(=O)(=O)C)C)C(F)(F)F)C